3-((4-fluoro-2-methylphenyl)-amino)-6-(tri-fluoromethyl)-pyrazine-2-carboxylic acid FC1=CC(=C(C=C1)NC=1C(=NC(=CN1)C(F)(F)F)C(=O)O)C